C(CC)N1CCN(CC1)C(=O)C1=C(C=C(C=C1)NC(=O)C1CC1)N1CC2(CCC2)CC1 N-(4-(4-propylpiperazine-1-carbonyl)-3-(6-azaspiro[3.4]oct-6-yl)phenyl)cyclopropanecarboxamide